C1(=CCCC1)C[C@@H](C(=O)[C@@]1(OC1)C)NC([C@H](CC1=CC=C(C=C1)OC)NC(C(=CC)NC(CN1CCOCC1)=O)=O)=O N-((S)-1-(((S)-3-(cyclopent-1-en-1-yl)-1-((R)-2-methyloxiran-2-yl)-1-oxopropan-2-yl)amino)-3-(4-methoxyphenyl)-1-oxopropan-2-yl)-2-(2-morpholinoacetamido)but-2-enamide